N=1N(N=CC1)[C@@H]1[C@@H](CC1)C=1C=C(C=CC1Cl)NC(=O)N1C2CC(CC1C2)C cis-N-(3-(cis-2-(2H-1,2,3-triazol-2-yl)cyclobutyl)-4-chlorophenyl)-3-methyl-6-azabicyclo[3.1.1]heptane-6-carboxamide